2-(((3R,5R,7R)-adamantan-1-yl)acetylamino)4-methylbenzenesulfonic acid tetradecyl ester C(CCCCCCCCCCCCC)OS(=O)(=O)C1=C(C=C(C=C1)C)NC(CC12CC3CC(CC(C1)C3)C2)=O